C(C)[N+](C)(CCOCCOC)CC N,N-diethyl-N-[2-(2-methoxyethoxy)ethyl]-N-methylammonium